FC(OC1=CC=C(COC=2C=C(C=NC2)C2=CC(=NC=C2)[C@@H]2[C@H](C2)C(=O)O)C=C1)(F)F (1S,2S)-2-(5-{[4-(trifluoromethoxy)benzyl]oxy}-3,4'-bipyridin-2'-yl)cyclopropanecarboxylic acid